C\C(=C/CC(=O)N)\CC\C=C(\CCC=C(C)C)/C (3E,7E)-4,8,12-trimethyltrideca-3,7,11-trienamide